FC=1C=CC(=NC1)C1=NN2C(COC(C2)(C(F)(F)F)C)=C1C1=C2C(=NC=C1)NN=C2C 2-(5-fluoropyridin-2-yl)-6-methyl-3-(3-methyl-1H-pyrazolo[3,4-b]pyridin-4-yl)-6-(trifluoromethyl)-6,7-dihydro-4H-pyrazolo[5,1-c][1,4]oxazine